N-hydroxy-3-methyl-5-nitropyridine-2-carboximidamide ONC(=N)C1=NC=C(C=C1C)[N+](=O)[O-]